C(C)OC([C@H](CC1=NC2=C(N1C)C=CC(=C2)[N+](=O)[O-])NC(=O)OC(C)(C)C)=O (2S)-2-(tert-Butoxycarbonylamino)-3-(1-methyl-5-nitro-benzimidazol-2-yl)propionic acid ethyl ester